N=1C=C(N2C1C=CC=C2)C(C)(C)N(C(=O)C2CN(C2)C2=NC(=NC=C2C(F)(F)F)N2[C@H](CNCC2)C)C (S)-N-(2-(imidazo[1,2-a]pyridin-3-yl)propan-2-yl)-N-methyl-1-(2-(2-methylpiperazin-1-yl)-5-(trifluoromethyl)pyrimidin-4-yl)azetidine-3-carboxamide